Monoisooctyl Succinate C(CCC(=O)[O-])(=O)OCCCCCC(C)C